C1(CC1)CN1[C@H](C[C@@H](CC1)CC1=CC=2N(C=C1)N=CC2N2C(NC(C(=C2)C)=O)=O)C 1-(5-(((2S,4R)-1-(cyclopropylmethyl)-2-methylpiperidin-4-yl)methyl)pyrazolo[1,5-a]pyridin-3-yl)-5-methylpyrimidine-2,4(1H,3H)-dione